FC=1C(=NC(=NC1)C1=CCC(CC1)C(C)O)OCOC (4-(5-fluoro-4-(methoxymethoxy)pyrimidin-2-yl)cyclohex-3-en-1-yl)ethan-1-ol